C(C)C([C@H](N)C(=O)O)C1=CNC2=C(C=CC=C12)C β-Ethyl-7-methyltryptophan